C1(=CC=CC=C1)C=1C(C(=C(C1C1=CC=CC=C1)C1=CC=CC=C1)C1=CC=CC=C1)=O 2,3,4,5-tetraphenyl-2,4-cyclopentadien-1-one